(1S,2S,3S,6R)-4-((difluoromethoxy)methyl)-6-((5-(4-fluorophenoxy)pentyl)amino)cyclohex-4-ene-1,2,3-triol FC(OCC=1[C@@H]([C@@H]([C@H]([C@@H](C1)NCCCCCOC1=CC=C(C=C1)F)O)O)O)F